(S)-N-(4-(3-aminopiperidin-1-yl)-5-(1-((3,3-difluorocyclobutyl)methyl)-1H-pyrazol-4-yl)pyridin-2-yl)-2-(2-fluoro-6-methoxyphenyl)pyrimidin-4-amine hydrochloride Cl.N[C@@H]1CN(CCC1)C1=CC(=NC=C1C=1C=NN(C1)CC1CC(C1)(F)F)NC1=NC(=NC=C1)C1=C(C=CC=C1OC)F